5-[(2S,6R)-4-[4-[2-fluoro-4-(trifluoromethyl)phenyl]-6,7-dimethyl-pteridin-2-yl]-6-methyl-morpholin-2-yl]-1-methyl-pyridin-2-one FC1=C(C=CC(=C1)C(F)(F)F)C1=NC(=NC2=NC(=C(N=C12)C)C)N1C[C@@H](O[C@@H](C1)C)C=1C=CC(N(C1)C)=O